CN(C1CCC(CC1)NC(C1=CC(=C(C(=C1)O)N1S(NC(C1)=O)(=O)=O)F)=O)C N-((1r,4r)-4-(dimethylamino)cyclohexyl)-4-(1,1-dioxo-4-oxo-1,2,5-thiadiazolidin-2-yl)-3-fluoro-5-hydroxybenzoamide